butylthiosulfimide C(CCC)SS=N